[N+](=O)([O-])C1=CC=C(C[C@@H]2N(C[C@@H](NC[C@@H](N(C[C@@H](N(C2)CC(=O)O)CC2=CC=C(C=C2)[N+](=O)[O-])CC(=O)O)CC2=CC=C(C=C2)[N+](=O)[O-])CC2=CC=C(C=C2)[N+](=O)[O-])CC(=O)O)C=C1 2,2',2''-((2S,5S,8S,11S)-2,5,8,11-tetrakis(4-nitrobenzyl)-1,4,7,10-tetraazacyclododecane-1,4,7-triyl)triacetic acid